S1C(=CC=C1)C(N)([2H])[2H] thiophen-2-ylmethan-d2-amine